ClC=1C=C(C=CC1Cl)C(C=1OC(=NN1)C1CNCC12CN(C2)C2=NC=CC=N2)(F)F 2-((3,4-dichlorophenyl)difluoromethyl)-5-(2-(pyrimidin-2-yl)-2,6-diazaspiro[3.4]octan-8-yl)-1,3,4-oxadiazole